rac-5-(5-chloro-2-fluoropyridin-4-yl)-1-(2-fluorobenzyl)-7-methyl-1,5,6,7-tetrahydro-4H-pyrazolo[4,3-c]pyridin-4-one ClC=1C(=CC(=NC1)F)N1C(C2=C([C@@H](C1)C)N(N=C2)CC2=C(C=CC=C2)F)=O |r|